C(#N)C=1C(=CC(=NC1)NC(=O)C1=CN(C=2C1=NC(=CC2)C=O)CCN2CCOCC2)NCCOC N-(5-cyano-4-((2-methoxyethyl)amino)pyridin-2-yl)-5-formyl-1-(2-morpholinoethyl)-1H-pyrrolo[3,2-b]pyridine-3-carboxamide